C(C)(C)(C)OC(=O)N1CC2=CC(=C(C=C2CC1)C(=O)O)C(=O)O 2-(tert-butyloxycarbonyl)-1,2,3,4-tetrahydroisoquinoline-6,7-dicarboxylic acid